2-(4-(2-(dimethylamino)ethyl)piperazin-1-yl)-6-(3,5-dimethylisoxazol-4-yl)-N-(3-fluorobenzyl)quinazolin-4-amine CN(CCN1CCN(CC1)C1=NC2=CC=C(C=C2C(=N1)NCC1=CC(=CC=C1)F)C=1C(=NOC1C)C)C